3,6-Di-O-acetyl-2-azido-2-deoxy-α-D-glucopyranose C(C)(=O)O[C@@H]1[C@H]([C@@H](O)O[C@@H]([C@H]1O)COC(C)=O)N=[N+]=[N-]